C(C)(C)(C)OC(=O)N1C(CC(CC1)COC)CO (hydroxymethyl)-4-(methoxymethyl)piperidine-1-carboxylic acid tert-butyl ester